Isopropyl ((S)-(((2R,3R,4R,5R)-5-(2-amino-6-(methylamino)-9H-purin-9-yl)-4-fluoro-3-hydroxy-4-vinyltetrahydrofuran-2-yl)methoxy)(phenoxy)phosphoryl)-L-alaninate NC1=NC(=C2N=CN(C2=N1)[C@H]1[C@]([C@@H]([C@H](O1)CO[P@](=O)(OC1=CC=CC=C1)N[C@@H](C)C(=O)OC(C)C)O)(C=C)F)NC